2-(1-cyanocyclopropyl)-N-[1-[3-[5-(difluoromethoxy)pyrimidin-2-yl]pyrazin-2-yl]ethyl]-6-(trifluoromethyl)pyridine-4-carboxamide C(#N)C1(CC1)C1=NC(=CC(=C1)C(=O)NC(C)C1=NC=CN=C1C1=NC=C(C=N1)OC(F)F)C(F)(F)F